6-(4-methylpiperazin-1-yl)-N-(3-nitro-6-(thiophen-2-yl)pyridin-2-yl)nicotinamide CN1CCN(CC1)C1=NC=C(C(=O)NC2=NC(=CC=C2[N+](=O)[O-])C=2SC=CC2)C=C1